3-((3-(3,5-dimethyl-1H-pyrazol-1-yl)phenyl)(pyrrolidin-3-ylmethyl)amino)propionic acid methyl ester COC(CCN(CC1CNCC1)C1=CC(=CC=C1)N1N=C(C=C1C)C)=O